(S)-7-chloro-4-((2-(3-(5-chloro-6-oxo-1,6-dihydropyridazin-4-yl)-2-methylpropyl)-2-azaspiro[3.3]heptan-6-yl)methyl)-2-methylisoindolin-1-one ClC=1C=CC(=C2CN(C(C12)=O)C)CC1CC2(CN(C2)C[C@H](CC=2C=NNC(C2Cl)=O)C)C1